7-(3-isopropyl-5-(piperidin-4-yl)-1H-indol-2-yl)-2,5-dimethyl-1H-pyrrolo[3,2-b]pyridine C(C)(C)C1=C(NC2=CC=C(C=C12)C1CCNCC1)C1=C2C(=NC(=C1)C)C=C(N2)C